5-methyl-7-[3-(4-nitro-1H-pyrazol-1-yl)azetidin-1-yl]-4-oxo-1-(1,3-thiazol-2-yl)-1,4-dihydro-1,8-naphthyridine-3-carboxylic acid CC1=C2C(C(=CN(C2=NC(=C1)N1CC(C1)N1N=CC(=C1)[N+](=O)[O-])C=1SC=CN1)C(=O)O)=O